6-((R)-2-((3aS,5S,6aR)-5-(2,6-difluorophenoxy)-3a-hydroxyhexahydrocyclopenta[c]pyrrol-2(1H)-yl)-1-hydroxyethyl)-3,4-dihydroquinolin-2(1H)-one FC1=C(O[C@@H]2C[C@@]3([C@@H](CN(C3)C[C@H](O)C=3C=C4CCC(NC4=CC3)=O)C2)O)C(=CC=C1)F